COC1CCC(CC1)C1(N=CC2=C(N1)C(=CN=C2N)C=2C=C1C=CN=C(C1=CC2)N2CCOCC2)N 2-((1R,4R)-4-methoxycyclohexyl)-8-(1-morpholinoisoquinolin-6-yl)pyrido[4,3-d]pyrimidine-2,5-diamine